The molecule is a bisindole alkaloid that is quinone bearing hydroxy substituents at positions 2 and 5 and two indol-3-yl groups at positions 3 and 6, one of which is carrying a prenyl group at position 5. Isolated from the culture broth of Chrysosporium merdarium, it acts as an inhibitor of HIV-1 protease and EGF-R protein tyrosine kinase. It has a role as a metabolite, a HIV protease inhibitor and an epidermal growth factor receptor antagonist. It is a bisindole alkaloid, an enol and a member of dihydroxy-1,4-benzoquinones. CC(=CCC1=CC2=C(C=C1)NC=C2C3=C(C(=O)C(=C(C3=O)O)C4=CNC5=CC=CC=C54)O)C